CC1CCC(CO1)CC(=O)[O-] 6-methyltetrahydro-2H-pyran-3-ylacetate